3-(N-(5-cyano-2-(5-methylthiophen-2-yl)phenyl)sulfamoyl)-4-cyclopropylbenzoic Acid C(#N)C=1C=CC(=C(C1)NS(=O)(=O)C=1C=C(C(=O)O)C=CC1C1CC1)C=1SC(=CC1)C